[K].[Ba] barium-potassium